Benzyl (1-hydroxy-1,3-dihydrobenzo[c][1,2]oxaborole-6-carbonyl)-L-glutaminate OB1OCC2=C1C=C(C=C2)C(=O)N[C@@H](CCC(N)=O)C(=O)OCC2=CC=CC=C2